(carboxymethyl-(2,5-Dihydroxy-benzyl)-amino)-acetic acid C(=O)(O)CN(CC1=C(C=CC(=C1)O)O)CC(=O)O